tert-butyl 2-[7-(2,8-dimethylimidazo[1,2-b]pyridazin-6-yl)-5-oxo-thiazolo[3,2-a]pyrimidin-2-yl]-2,8-diazaspiro[4.5]decane-8-carboxylate CC=1N=C2N(N=C(C=C2C)C=2N=C3N(C(C2)=O)C=C(S3)N3CC2(CC3)CCN(CC2)C(=O)OC(C)(C)C)C1